SC=1C=C(C=CC1)C(C(=O)O)C.SC=1C=C(C=CC1)C(C(=O)O)C.C1(=CC=CC=C1)O.C1(=CC=CC=C1)O bisphenol-bis(3-mercapto-phenyl propionate)